4-((4-ethyl-2-iodophenoxy)methyl)-2-methoxypyridine C(C)C1=CC(=C(OCC2=CC(=NC=C2)OC)C=C1)I